5,5'-dimethoxy-2,2'-diaminobiphenyl acetate C(C)(=O)O.COC=1C=CC(=C(C1)C1=C(C=CC(=C1)OC)N)N